(±)-(4aR,13bS)-10,11-dichloro-4-(morpholine-4-carbonyl)-1,2,3,4,4a,5,6,13b-octahydro-8H-[1,6]naphthyridino[5,6-b]quinazolin-8-one ClC=1C=C2C(N3C(=NC2=CC1Cl)[C@H]1CCCN([C@@H]1CC3)C(=O)N3CCOCC3)=O |r|